[P].C(#N)C1=CC(=NC=C1)C(C(=O)C1=CC=C(C=N1)NC(CC1=CC=C(C=C1)S(=O)(=O)CC)=O)(C)C N-(6-(2-(4-cyanopyridin-2-yl)-2-methylpropionyl)pyridin-3-yl)-2-(4-(ethylsulfonyl)phenyl)acetamide phosphorus